Trimethylsilanol trisiloxylactate [SiH3]OC(C(C(=O)O)O)(O[SiH3])O[SiH3].C[Si](O)(C)C